BrC1=CC=CC=2N1N=C(N2)C2=CC=C(C=C2)Br 5-bromo-2-(4-bromophenyl)-[1,2,4]triazolo[1,5-a]pyridine